(Ra)-2-(6-(5-chloro-1-((5-(3-fluoro-5-methoxyphenyl)pyrazin-2-yl)methyl)-1H-indazole-7-carboxamido)spiro[3.3]heptan-2-yl)acetic acid ClC=1C=C2C=NN(C2=C(C1)C(=O)NC1CC2(CC(C2)CC(=O)O)C1)CC1=NC=C(N=C1)C1=CC(=CC(=C1)OC)F